[C@@H]12CNC[C@H]2C1NC(=O)C=1C=C(C2=C(C(CO2)C2=CC=CC=C2)C1)C(=O)NC N5-((1R,5S,6s)-3-azabicyclo[3.1.0]hexan-6-yl)-N7-methyl-3-phenyl-2,3-dihydrobenzofuran-5,7-dicarboxamide